N,N,N,N,N,N-hexamethylphosphoric triamide CN(C)P(=O)(N(C)C)N(C)C